2,6-bis[1-(2,4-dichlorophenylimino)methyl]pyridine iron (II) dichloride [Fe](Cl)Cl.ClC1=C(C=CC(=C1)Cl)N=CC1=NC(=CC=C1)C=NC1=C(C=C(C=C1)Cl)Cl